tert-Butyl (2-((S)-1-(((R)-tert-butylsulfinyl)(methyl)amino)ethyl)-5-chloro-3-methylthieno[3,2-b]pyridin-7-yl)(furan-2-ylmethyl)carbamate C(C)(C)(C)[S@@](=O)N([C@@H](C)C1=C(C2=NC(=CC(=C2S1)N(C(OC(C)(C)C)=O)CC=1OC=CC1)Cl)C)C